(R)-2-(5-(4-((1-(5-aminopyridin-3-yl)ethyl)amino)-2-methylquinazolin-6-yl)-2-methoxyphenyl)-N,N-dimethylacetamide formate salt C(=O)O.NC=1C=C(C=NC1)[C@@H](C)NC1=NC(=NC2=CC=C(C=C12)C=1C=CC(=C(C1)CC(=O)N(C)C)OC)C